C(C1=CC=CC=C1)OC1=C2C(=NC(=C1)C1=C(C=C(C(=C1)Cl)C(C)(C)C)C)CCC[S@]2(=NC)=O |o1:29| rel-(S)-8-benzyloxy-6-(4-tert-butyl-5-chloro-2-methyl-phenyl)-1-methylimino-3,4-dihydro-2H-thiopyrano[3,2-b]pyridine 1-oxide